8-((6-chloropyridin-3-yl)methyl)-3-(cyclobutylmethyl)pyrido[2,3-d]pyrimidine-2,4(3H,8H)-dione ClC1=CC=C(C=N1)CN1C=CC=C2C1=NC(N(C2=O)CC2CCC2)=O